COCCN1C(=NC2=C1C=C(C=C2)C(=O)O)CN2CCC(CC2)C2=NC(=CC=C2)OCC=2N=CSC2 1-(2-methoxyethyl)-2-((4-(6-(thiazol-4-ylmethoxy)pyridin-2-yl)piperidin-1-yl)methyl)-1H-benzo[d]imidazole-6-carboxylic acid